C(C)(C)(C)N1C(C(=CC=C1)C1=NC=C(C=C1CCl)Cl)=O 1-(tert-butyl)-3-(5-chloro-3-(chloromethyl)pyridine-2-yl)pyridine-2-one